ethyl 2-(4-acetyl-2-hydroxyphenyl)acetate C(C)(=O)C1=CC(=C(C=C1)CC(=O)OCC)O